1-methyl-7-[4-[2-[(1-methyl-4-piperidyl)oxy]ethoxy]phenoxy]indazole-5-carboxamide CN1N=CC2=CC(=CC(=C12)OC1=CC=C(C=C1)OCCOC1CCN(CC1)C)C(=O)N